C(C)N(C1=CC2=CC=CC(=C2C=C1)OC1=CC(=CC=C1)NCC)CC N,N-diethyl-5-(3-(ethylamino)phenoxy)naphthalen-2-amine